3-methyl-1,2,3,4-tetrahydro-9H-pyrido[3,4-b]indole-9-carboxylate CC1CC2=C(N(C3=CC=CC=C23)C(=O)[O-])CN1